NC=1C2=C(N=C(N1)[2H])C=CC(=N2)C=2C=C(C=CC2)C#C[C@]2(C(N([C@@H]1C[C@H]21)C)=O)O (1R,4R,5S)-4-((3-(4-Aminopyrido[3,2-d]pyrimidin-6-yl-2-d)phenyl)ethynyl)-4-hydroxy-2-methyl-2-azabicyclo[3.1.0]hexan-3-one